C1(CCCCC1)C1=C(C=C(C=C1O)\C=C\C1=C(C=C(C=C1F)F)F)O (E)-2-cyclohexyl-5-(2,4,6-trifluorostyryl)-1,3-benzenediol